1-(2,3-dioxo-4-((1-(pyridin-2-yl)-1H-1,2,3-triazol-4-yl)methyl)-3,4-dihydropyrazin-1(2H)-yl)cyclopropane-1-carbonitrile O=C1N(C=CN(C1=O)CC=1N=NN(C1)C1=NC=CC=C1)C1(CC1)C#N